4-(benzimidazolylamino)cyclohexanone N1=C(NC2=C1C=CC=C2)NC2CCC(CC2)=O